(6-(4-Chlorophenyl)pyridazin-4-yl)(phenyl)methanone ClC1=CC=C(C=C1)C1=CC(=CN=N1)C(=O)C1=CC=CC=C1